(1S,3S,4R,6S)-2-(tert-Butoxycarbonyl)-6-hydroxy-2-azabicyclo[2.2.2]octane-3-carboxylic acid C(C)(C)(C)OC(=O)N1[C@@H]2[C@H](C[C@H]([C@H]1C(=O)O)CC2)O